5-(2-((3,5-Dibromobenzyl)amino)pyrimidin-5-yl)-1,3,4-oxadiazole-2(3H)-On BrC=1C=C(CNC2=NC=C(C=N2)C2=NNC(O2)=O)C=C(C1)Br